NCCCCCCCCCCCCNCCCCCCCCCCCCN N'-(12-aminododecyl)-dodecane-1,12-diamine